FC1=CC=C(OC2CCN(CC2)C(=O)C2=C(OC=3N=CN=C(C32)NC3(CC3)C)C)C=C1 5-[4-(4-fluorophenoxy)piperidine-1-carbonyl]-6-methyl-N-(1-methylcyclopropyl)furo[2,3-d]pyrimidin-4-amine